rac-ethyl 4,4-difluoro-2-(4-fluorophenyl)butanoate FC(C[C@@H](C(=O)OCC)C1=CC=C(C=C1)F)F |r|